FC=1C=CC(=NC1)C1CCOC2(C1)CCOCC2 4-(5-fluoropyridin-2-yl)-1,9-dioxaspiro[5.5]undecane